2-methoxyethyl (1S,2R,5R)-2-(hydroxycarbamoyl)-3-((6-((1-isobutyl-1H-pyrazol-4-yl)oxy)pyridin-3-yl)sulfonyl)-3,8-diazabicyclo-[3.2.1]octane-8-carboxylate ONC(=O)[C@H]1[C@@H]2CC[C@H](CN1S(=O)(=O)C=1C=NC(=CC1)OC=1C=NN(C1)CC(C)C)N2C(=O)OCCOC